NC1(CCN(CC1)C1=NC(=C2C(=N1)NN=C2C2=C(C1=CN(N=C1C=C2)C2CC2)Cl)C#N)C2=CC=CC=C2 6-(4-Amino-4-phenylpiperidin-1-yl)-3-(4-chloro-2-cyclopropyl-2H-indazol-5-yl)-1H-pyrazolo[3,4-d]pyrimidine-4-carbonitrile